FC(N1N=C(C(=C1)NC1=NC=C(C(=N1)OCC1CCC(CC1)O)F)C)F (1R,4R)-4-(((2-((1-(difluoromethyl)-3-methyl-1H-pyrazol-4-yl)amino)-5-fluoropyrimidin-4-yl)oxy)methyl)cyclohexan-1-ol